C(C)(C)(C)NCC(CNC(C)(C)C)O 1,3-bis(tertiary butyl-amino)-2-propanol